FC(C1=CC2=C(N=C(S2)NC(=O)C2C(C3C=CC2C3)C(=O)O)C=C1)(F)F 3-[[6-(trifluoromethyl)-1,3-benzothiazol-2-yl]carbamoyl]bicyclo[2.2.1]hept-5-ene-2-carboxylic acid